C(CCCCCCCCCCCCCCC)N1C(=C(C(C2=C(C=C(C=C12)OC1OCCCC1)OC1OCCCC1)=O)OC1OCCCC1)C1=CC(=C(C=C1)OC1OCCCC1)OC1OCCCC1 N-hexadecyl-2-(3,4-di-tetrahydropyranyloxy-phenyl)-3,5,7-tri-tetrahydropyranyloxy-quinolin-4-one